C(C)(C)(C)N1CC(CCC1)C#N tert-butyl-3-cyanopiperidine